C(C)(C)(C)OC(=O)NC=1C=C(NC1C=1COCC1C#N)C(=O)OCC Ethyl 4-((tert-butoxycarbonyl)amino)-5-(4-cyano-2,5-dihydrofuran-3-yl)-1H-pyrrole-2-carboxylate